OC=1C=C(C(=O)N[C@@H](CCCCNC(C2=CC(=C(C(=C2)O)O)O)=O)C(=O)N[C@@H](CCCCNC([C@@H](NC(C2=CC(=C(C(=C2)O)O)O)=O)CCCCNC(C2=CC(=C(C(=C2)O)O)O)=O)=O)C(=O)NCCN)C=C(C1O)O N2,N6-bis[N2,N6-bis(3,4,5-trihydroxybenzoyl)-lysyl]-N-(2-aminoethyl)-lysine amide